C(C)(C)(C)OC(=O)N1CCC(C2=CC=CC(=C12)OC)=O 8-methoxy-4-oxo-2,3-dihydroquinoline-1-carboxylic acid tert-butyl ester